C12C=CC(C3=CC=CC=C13)C2 1,4-dihydro-1,4-methanonaphthalene